(2,2,4-trimethyl)-1,3-pentanediol CC(CO)(C(C(C)C)O)C